C=1N=CN2C1C1=CC=CC=C1[C@H]2[C@@H]2CCC=1C=CN=CC1[C@H]2O (7S,8S)-7-((R)-5H-Imidazo[5,1-a]isoindol-5-yl)-5,6,7,8-tetrahydroisochinolin-8-ol